5-(3,8-Diazabicyclo[3.2.1]octan-3-yl)-2-methyl-N-(1-(7-(5-methylpyrimidin-2-yl)quinolin-5-yl)cyclopropyl)benzamide C12CN(CC(CC1)N2)C=2C=CC(=C(C(=O)NC1(CC1)C1=C3C=CC=NC3=CC(=C1)C1=NC=C(C=N1)C)C2)C